ClC1=C(C(=O)NC)C=CC(=C1)NC1=NC=C(C(=N1)N[C@H](CO)C1=CC=CC=C1)C1=CN=NN1 2-chloro-4-[[4-[[(1S)-2-hydroxy-1-phenyl-ethyl]amino]-5-(1H-triazol-5-yl)pyrimidin-2-yl]amino]-N-methyl-benzamide